2-(3-methylbenzoyl)isoindoline-1,3-dione CC=1C=C(C(=O)N2C(C3=CC=CC=C3C2=O)=O)C=CC1